(R)-tert-butyl 4-(3-(6-(5-(3-(2-methoxy-2-oxoethoxy)propoxy)pentyloxy)chroman-4-ylcarbamoyl)phenylamino)-4-(5-(pyridin-4-yl)-4H-1,2,4-triazol-3-yl)piperidine-1-carboxylate COC(COCCCOCCCCCOC=1C=C2[C@@H](CCOC2=CC1)NC(=O)C=1C=C(C=CC1)NC1(CCN(CC1)C(=O)OC(C)(C)C)C1=NN=C(N1)C1=CC=NC=C1)=O